CN(C(C1=CC(=CC=C1)OC1=CC=CC=C1)=O)CC1=CC(=NC=C1)C1CCN(CC1)CCNC N-Methyl-N-((2-(1-(2-(methylamino)ethyl)piperidin-4-yl)pyridin-4-yl)methyl)-3-phenoxybenzamide